O(S(=O)(=O)C(F)(F)F)[Si](C)(C)CC(C)C i-Butyldimethylsilyl triflate